COC1=C(C=CC(=C1)C(F)(F)F)C=1C=2N(C(=NN1)N[C@H]1CN(CCC1)C)C=NC2 1-[2-methoxy-4-(trifluoromethyl)phenyl]-N-[(3R)-1-methyl-3-piperidinyl]imidazo[1,5-d][1,2,4]triazin-4-amine